C(CC)C=1C=NC=CC1 3-(n-propyl)pyridine